(D)-2,6-di(propan-2-yl)phenol CC(C)C1=C(C(=CC=C1)C(C)C)O